3-amino-3-methyl-pyrrolidin-2-one NC1(C(NCC1)=O)C